CO[C@@H]1C[C@@H](NC1)C(=O)N(C1=CC=C(C=C1)S(F)(F)(F)(F)F)C(C(NCC(N1CCCC1)=O)=O)C=1C=NC=CC1 (2R,4R)-4-methoxy-N-[2-oxo-2-[(2-oxo-2-pyrrolidin-1-yl-ethyl)amino]-1-(3-pyridyl)ethyl]-N-[4-(pentafluoro-λ6-sulfanyl)phenyl]pyrrolidine-2-carboxamide